2-chloro-5-(1-(tetrahydro-2H-pyran-4-yl)-1H-pyrazol-4-yl)-4-(3-(2,2,2-trifluoroethyl)piperidin-1-yl)pyridine ClC1=NC=C(C(=C1)N1CC(CCC1)CC(F)(F)F)C=1C=NN(C1)C1CCOCC1